CC=1C=C(C(=O)N[C@@H]2CN[C@H](CC2)C=2OC(=NN2)OCCOC(F)(F)F)C=CC1C 3,4-dimethyl-N-[(3s,6r)-6-{5-[2-(trifluoromethoxy)ethoxy]-1,3,4-oxadiazol-2-yl}piperidin-3-yl]benzamide